C(C=C)OC=1C=C(C=C(C(=O)Cl)C1)C(=O)Cl 5-(allyloxy)isophthaloyl chloride